[N-]=C=O.[N-]=C=O.C12C=CC(CC1)C2 norbornen diisocyanate